FC1(CC(C1)CNC1CCC(CC1)CS(=O)(=O)N1[C@H]2CC(C[C@@H]1CC2)NC(=O)C2=NOC(=C2)[C@H]2[C@@H](C2)F)F N-((1R,3R,5S)-8-((((1r,4S)-4-(((3,3-Difluorocyclobutyl)methyl)amino)cyclohexyl)methyl)sulfonyl)-8-azabicyclo[3.2.1]octan-3-yl)-5-((1S,2R)-2-fluorocyclopropyl)isoxazole-3-carboxamide